4,4'-methylenebis(2,6-di(2-hexyl)aniline) C(C1=CC(=C(N)C(=C1)C(C)CCCC)C(C)CCCC)C1=CC(=C(N)C(=C1)C(C)CCCC)C(C)CCCC